(1R,2R)-2-allyl-cyclopropane-1-carboxylic acid ethyl ester C(C)OC(=O)[C@H]1[C@@H](C1)CC=C